CN(C(OC1=CC=C2C(=C(C(OC2=C1)=O)CC1=C(C(=CC=C1)NS(NC)(=O)=O)F)CNC(OCCO[Si](C(C)(C)C)(C)C)=O)=O)C 3-(2-fluoro-3-((N-methylsulfamoyl) amino) benzyl)-2-oxo-4-(8,8,9,9-tetramethyl-3-oxo-4,7-dioxa-2-aza-8-siladecyl)-2H-chromen-7-yl dimethylcarbamate